ClC=1C=C(C(=C(C1)O)C1=CC2=C(N=N1)N(C1=C2CCC1)C1CC(C1)(C)O)C 5-chloro-2-[8-(cis-3-hydroxy-3-methylcyclobutyl)-5,6,7,8-tetrahydrocyclopenta[4,5]pyrrolo[2,3-c]pyridazin-3-yl]-3-methylphenol